1-{[2-fluoro-4-(trifluoromethyl)phenyl]methyl}-1-(1-methylpiperidin-4-yl)-3-{[4-(2-methylpropyloxy)phenyl]methyl}urea FC1=C(C=CC(=C1)C(F)(F)F)CN(C(=O)NCC1=CC=C(C=C1)OCC(C)C)C1CCN(CC1)C